3-(5-(3-(4-(2-((1s,3s)-adamantan-1-yl)ethyl)piperazin-1-yl-2,2,3,3,5,5,6,6-d8)Propyl)-2-methyl-4-oxoquinazolin-3(4H)-yl)piperidine-2,6-dione C12(CC3CC(CC(C1)C3)C2)CCN2C(C(N(C(C2([2H])[2H])([2H])[2H])CCCC2=C3C(N(C(=NC3=CC=C2)C)C2C(NC(CC2)=O)=O)=O)([2H])[2H])([2H])[2H]